2-bromophenylethylammonium BrC1=C(C=CC=C1)CC[NH3+]